CN(C)C(CCNC(=O)N)N(C)C bisdimethylaminopropylurea